(1-((3-(benzyloxy)-1-(1-(methylsulfonyl)spiro[indoline-3,4'-piperidine]-1'-yl)-1-oxopropan-2-yl)amino)-2-methyl-1-oxopropan-2-yl)carbamate C(C1=CC=CC=C1)OCC(C(=O)N1CCC2(CC1)CN(C1=CC=CC=C12)S(=O)(=O)C)NC(C(C)(C)NC([O-])=O)=O